3-(5-fluoro-6-(hydroxymethyl)pyridin-3-yl)propanoate FC=1C=C(C=NC1CO)CCC(=O)[O-]